CC1=C(C(=O)OC)C=C(C=N1)C1=CC(=CC=C1)C(NC1=CC=C(C=C1)CS(=O)(=O)C=1C=NC(=CC1)C)=O methyl 2-methyl-5-(3-((4-(((6-methylpyridin-3-yl)sulfonyl)methyl)phenyl)carbamoyl)-phenyl)nicotinate